N(=O)N(O)C1=CC=CC=C1.[Al] aluminum N-nitrosophenylhydroxylamine salt